[N+](=O)([O-])C1=C(C(=O)C2C(CCCC2=O)=O)C=CC(=C1)OS(=O)(=O)C 2-(2'-nitro-4'-methylsulfonyloxybenzoyl)-1,3-cyclohexanedione